C(C)(C)(C)OC(=O)N1CCN(CC1)C1=C(C=C(C=C1)C(CC(=O)O)CC(=O)O)C(F)(F)F 3-(4-(4-(tert-butoxycarbonyl)piperazin-1-yl)-3-(trifluoromethyl)phenyl)glutaric acid